3-(3-(5-ethyloxazol-2-yl)cyclopentyl)-3-oxopropanenitrile C(C)C1=CN=C(O1)C1CC(CC1)C(CC#N)=O